2-(2-cyclopropyl-5-fluorophenyl)pyrrolidine C1(CC1)C1=C(C=C(C=C1)F)C1NCCC1